CN(C(CC=1SC2=C(N1)C=C(C=C2)C2=NCC(CC2)C)(C)C)C N,N,2-trimethyl-1-(5-(5-methyl-3,4,5,6-tetrahydropyridin-2-yl)benzo[d]thiazol-2-yl)propan-2-amine